C(C)(=O)C=1C(=NC(=CC1)N1C=NC2=C1C=CC(=C2)NC=2N=NC(=CC2)C)N2N=C(C=C2C)C(=O)NC 1-[3-acetyl-6-[5-[(6-methylpyridazin-3-yl)amino]benzimidazol-1-yl]-2-pyridyl]-N,5-dimethyl-pyrazole-3-carboxamide